6-Chloro-4-[3-chloro-4-(difluoromethoxy)-2-fluoro-anilino]-1,5-naphthyridine-3-carbonitrile ClC=1N=C2C(=C(C=NC2=CC1)C#N)NC1=C(C(=C(C=C1)OC(F)F)Cl)F